C(C1=CC=CC=C1)OC1=C(C=CC(=C1)OC([2H])([2H])[2H])C=1C=2N(C(=NN1)N[C@H]1CN(CCC1)C)C=CC2 (R)-1-(2-(Benzyloxy)-4-(methoxy-d3)phenyl)-N-(1-methylpiperidin-3-yl)pyrrolo[1,2-d][1,2,4]triazin-4-amine